(R)-1-(2,5-difluoropyridin-3-yl)ethyl (4-(5-(2-cyclopropyloxazole-5-carboxamido)pyridin-2-yl)-1-methyl-1H-1,2,3-triazol-5-yl)carbamate C1(CC1)C=1OC(=CN1)C(=O)NC=1C=CC(=NC1)C=1N=NN(C1NC(O[C@H](C)C=1C(=NC=C(C1)F)F)=O)C